C(C1=CC=CC=C1)OC(=O)N[C@H](C=1N=C2N(N=CC(=N2)C2N(CCC(C2)(C(F)(F)F)O)C(=O)OC(C)(C)C)C1)C1CCC(CC1)(F)F tert-Butyl 2-{6-[(S)-benzyloxycarbonylamino(4,4-difluorocyclohexyl)methyl]imidazo-[1,2-b][1,2,4]triazin-3-yl}-4-hydroxy-4-(trifluoromethyl)piperidine-1-carboxylate